(2r,4s)-2-[2-(o-tolyl)-7-azaspiro[3.5]nonane-7-carbonyl]-5-azaspiro[3.4]octan-6-one C1(=C(C=CC=C1)C1CC2(C1)CCN(CC2)C(=O)C2CC1(C2)NC(CC1)=O)C